4-methylpyrimidin-2-amine CC1=NC(=NC=C1)N